O.O.N1=C(NC2=C1C=CC=C2)S(=O)(=O)[O-].[Na+] sodium benzimidazolesulfonate dihydrate